ClC=1C=NN(C(C1Cl)=O)CC(=O)NC1=CC(=C(C=C1)C)S(=O)C(CC)CC 2-(4,5-dichloro-6-oxopyridazin-1(6H)-yl)-N-(4-methyl-3-(pentan-3-ylsulfinyl)phenyl)acetamide